(E)-1-(4-(6-(but-2-en-1-yl)-2-methyl-7-oxo-6,7-dihydro-1H-pyrrolo[2,3-c]pyridin-4-yl)-2-chlorobenzoyl)piperidine-4-carboxylic acid C(\C=C\C)N1C(C2=C(C(=C1)C1=CC(=C(C(=O)N3CCC(CC3)C(=O)O)C=C1)Cl)C=C(N2)C)=O